C(C)(C)(CC)N=C=O t-pentyl isocyanate